CC=1C=C(C=CC1C)[C@@H]1NC[C@H](CC1)C |r| rac-(2R,5S)-2-(3,4-Dimethylphenyl)-5-methyl-piperidine